ClC=1C(=C(C(=C(C1)C(C(=O)O)C)OCC)C=1C=NC(=CC1)C(F)(F)F)F 2-(5-chloro-2-ethoxy-4-fluoro-3-(6-(trifluoromethyl)pyridin-3-yl)phenyl)propanoic acid